1-(1-(3-bromo-2-fluorophenyl)-3-methyl-1H-1,2,4-triazol-5-yl)-N-methylethan-1-amine BrC=1C(=C(C=CC1)N1N=C(N=C1C(C)NC)C)F